C(C)(C)C1=NC2=C(N1C=1C=NC=3NC(CCC3C1)=O)C=CC(=C2)C(=O)NC 2-isopropyl-N-methyl-1-(7-oxo-6,8-dihydro-5H-1,8-naphthyridin-3-yl)benzimidazole-5-carboxamide